C(C)(=O)C=1C2=C(C(=NC1)N)C(=C(N2C)C2=C(C=C(C=C2)NC(C(=C)F)=O)C)C2=CC(=C(C(=O)NCC(C)C)C=C2)OC 4-(7-acetyl-4-amino-2-(4-(2-fluoroacryloylamino)-2-methylphenyl)-1-methyl-1H-pyrrolo[3,2-c]pyridin-3-yl)-N-isobutyl-2-methoxybenzamide